(R)-3-((4-bromo-6-chloro-3-((4-methoxybenzyl)oxy)pyridin-2-yl)oxy)propane BrC1=C(C(=NC(=C1)Cl)OCCC)OCC1=CC=C(C=C1)OC